6-[4-[3-(8-fluoro-4-oxo-3H-quinazolin-2-yl)propionyl]piperazin-1-yl]pyridine-3-carbonitrile FC=1C=CC=C2C(NC(=NC12)CCC(=O)N1CCN(CC1)C1=CC=C(C=N1)C#N)=O